(2,4-di-tert-butylphenyl-4,4'-biphenyl) diphosphonite P(O)OPO.C(C)(C)(C)C1=C(C=CC(=C1)C(C)(C)C)C1=CC=C(C=C1)C1=CC=CC=C1